N-(2-methyl-6-(6-methyl-7-oxo-6,7-dihydro-1H-pyrrolo[2,3-c]pyridin-4-yl)-1-(2-fluoro-4-chlorobenzyl)-1H-benzo[d]imidazol-4-yl)ethanesulfonamide CC1=NC2=C(N1CC1=C(C=C(C=C1)Cl)F)C=C(C=C2NS(=O)(=O)CC)C=2C1=C(C(N(C2)C)=O)NC=C1